(6-(trifluoromethyl)-2,3-dihydrobenzofuran-3-yl)-1H-pyrazolo[4,3-c]quinoline-8-carboxamide FC(C1=CC2=C(C(CO2)N2N=CC=3C=NC=4C=CC(=CC4C32)C(=O)N)C=C1)(F)F